C(#N)C1=CC=C(C=C1)[C@@H](C)NC(=O)[C@@H]1CCC=2N1C(C(=NC2)NCC2=CC(=CC(=C2)C)F)=O (S)-N-((R)-1-(4-cyanophenyl)ethyl)-3-((3-fluoro-5-methylbenzyl)amino)-4-oxo-4,6,7,8-tetrahydropyrrolo[1,2-a]pyrazine-6-carboxamide